FC=1C=C(C(=O)[C@H]2N([C@H](CC2)CCC)C(=O)OCC2=CC=CC=C2)C=CC1 benzyl (2S,5S)-2-(3-fluorobenzoyl)-5-propylpyrrolidine-1-carboxylate